FC(F)(F)NC1=CC=C(C2=CC=C(NC(F)(F)F)C=C2)C=C1 bis(trifluoromethyl)benzidine